((S)-oxetan-2-yl)methanol O1[C@@H](CC1)CO